2-(4-((2-methoxypyridin-4-yl)methylcarbamoyl)piperidin-1-yl)benzo[d]thiazole-6-carboxylic acid COC1=NC=CC(=C1)CNC(=O)C1CCN(CC1)C=1SC2=C(N1)C=CC(=C2)C(=O)O